[Br-].OCCN1C=NC(=C1)CCCCCCCCCCCCCCCC 1-(2-hydroxyethyl)-4-hexadecyl-imidazole bromide